CC([O-])C.N(CCO)(CCO)CCO.[Ti+4].CC([O-])C.CC([O-])C.CC([O-])C titanium (triethanolamine) isopropoxide